[6-bromo-4-(2-methyl-4-nitrophenoxy)pyridin-2-yl]-N-hydroxymethanimidamide BrC1=CC(=CC(=N1)C(NO)=N)OC1=C(C=C(C=C1)[N+](=O)[O-])C